N-(6-methoxy-2,4-dimethylnicotinoyl)-O-(4-(5,6,7,8-tetrahydro-1,8-naphthyridin-2-yl)butyl)homoserine COC1=NC(=C(C(=O)N[C@@H](CCOCCCCC2=NC=3NCCCC3C=C2)C(=O)O)C(=C1)C)C